C1(CC1)COC=1C=C(C=CC1OC(F)F)N1N=C(C=CC1=O)C(=O)NC=1C=C2CNC(C2=CC1)=O 1-(3-(cyclopropylmethoxy)-4-(difluoromethoxy)phenyl)-6-oxo-N-(1-oxoisoindolin-5-yl)-1,6-dihydropyridazine-3-carboxamide